rac-(1r,2r,4s,5r,6s)-N-(3-fluoro-5-(trifluoromethyl)phenyl)-4-(2-fluoropyridin-4-yl)-6-hydroxy-8-oxatricyclo[3.2.1.02,4]octane-2-carboxamide FC=1C=C(C=C(C1)C(F)(F)F)NC(=O)[C@]12[C@H]3C[C@@H]([C@@H]([C@@]2(C1)C1=CC(=NC=C1)F)O3)O |r|